3-(dimethylamino)-N-[4-fluoro-5-(2-morpholin-4-ylpyrimidin-5-yl)-2-[(3R,5S)-3,4,5-trimethylpiperazin-1-yl]phenyl]benzamide CN(C=1C=C(C(=O)NC2=C(C=C(C(=C2)C=2C=NC(=NC2)N2CCOCC2)F)N2C[C@H](N([C@H](C2)C)C)C)C=CC1)C